C(C)(C)(C)C=1C=C(C=CC1)C(CSC1=CC=CC=C1)=O 1-(3-(tert-butyl)phenyl)-2-(phenylthio)ethan-1-one